benzyl (4-hydroxy-3,3-dimethylbutyl) adipate C(CCCCC(=O)OCCC(CO)(C)C)(=O)OCC1=CC=CC=C1